C(#N)C=1C=NN2C1C(=CC(=C2)OCC(C)(C)O)C=2C=NN(C2)C(=O)NC(C)C=2C=NC(=CC2)OC 4-(3-cyano-6-(2-hydroxy-2-methylpropoxy)pyrazolo[1,5-a]pyridin-4-yl)-N-(1-(6-methoxypyridin-3-yl)ethyl)-1H-pyrazole-1-carboxamide